FC1(CCN(CC1)C1=NC(=CC(=N1)NC(C1=C(N=C(C=C1)F)N1CCC2(CC2)CC1)=O)C)F N-(2-(4,4-Difluoropiperidin-1-yl)-6-methylpyrimidin-4-yl)-6-fluoro-2-(6-azaspiro[2.5]octan-6-yl)nicotinamide